ClC=1C=CC2=C(N(CC(O2)C(=O)NC23CC(C2)(C3)NC(COC3=CC(=C(C=C3)Cl)F)=O)C(=O)C=3OC(=CC3)C)C1 6-chloro-N-{3-[2-(4-chloro-3-fluorophenoxy)acetamido]bicyclo[1.1.1]pent-1-yl}-4-(5-methylfuran-2-carbonyl)-3,4-dihydro-2H-1,4-benzoxazine-2-carboxamide